CN1C(C2=CC=CC(=C2C=C1)C(C(=O)OC)C=1N=NN(C1)C1CC12CC2)=O Methyl (2-methyl-1-oxo-1,2-dihydroisoquinolin-5-yl)[1-(spiro[2.2]pentan-1-yl)-1H-1,2,3-triazol-4-yl]acetate